ON1C(N(C(C1O)O)O)=O 1,3-dihydroxy-4,5-dihydroxy-2-imidazolidinone